COCC=1C=CC2=C(N=C(O2)C2(CCN(CC2)C2=C(C(N(C3=CC=CC=C23)C)=O)C#N)C)C1 4-{4-[5-(methoxymethyl)-1,3-benzoxazol-2-yl]-4-methylpiperidin-1-yl}-1-methyl-2-oxo-1,2-dihydroquinoline-3-carbonitrile